O1C=CC2=C1C=CC=C2C=2C=C1CCN=CC1=CC2 6-(benzofuran-4-yl)-3,4-dihydroisoquinoline